(S)-1,3-butanediol C(C[C@H](C)O)O